FC(C1=CC=C(C=C1)C1=NN(C2=CC=CC=C12)C1CN(C1)C(C=C)=O)(F)F 1-(3-(3-(4-(trifluoromethyl)phenyl)-1H-indazol-1-yl)azetidin-1-yl)-prop-2-en-1-one